C1(CC1)C1=CC=C(C(=C1)CN1C[C@H](N[C@H](C1)C)C)O 4-cyclopropyl-6-(((3r,5s)-3,5-dimethylpiperazin-1-yl)methyl)phenol